(S or R)-tert-butyl-4-(2-(4-chloro-2-fluorophenyl)-2-methylbenzo[d][1,3]dioxan-4-yl)piperidine-1-carboxylic acid tert-butyl ester C(C)(C)(C)OC(=O)N1[C@@H](CC(CC1)C1C2=C(OC(O1)(C)C1=C(C=C(C=C1)Cl)F)C=CC=C2)C(C)(C)C |o1:8|